[Na+].N1CC(CC1)S(=O)(=O)[O-] pyrrolidine-3-sulfonic acid sodium salt